ClC=1C2=C(N=CN1)C1=C(S2)N=C2C(=C1C(=O)OCCOCCOCCOC)COC(C2)(C)C.[S].[Li] Lithium sulphur 2-(2-(2-methoxyethoxy)ethoxy)ethyl 4-chloro-8,8-dimethyl-8,10-dihydro-7H-pyrano[3'',4'':5',6']pyrido[3',2':4,5]thieno[3,2-d]pyrimidine-11-carboxylate